ethyl(imino)(4-((7-methoxyquinolin-4-yl)oxy)phenyl)-λ6-sulfanone C(C)S(=O)(C1=CC=C(C=C1)OC1=CC=NC2=CC(=CC=C12)OC)=N